COC=1C=C2C(=NC(=NC2=CC1OCCCN1CCCC1)NC(=O)C1CC1)NC1CCOCC1 N-(6-methoxy-7-(3-(pyrrolidin-1-yl)propoxy)-4-((tetrahydro-2H-pyran-4-yl)amino)quinazolin-2-yl)cyclopropanecarboxamide